9-benzyl-8-(4-methyl-6-(3-(pyrrolidin-1-yl)propoxy)pyridin-3-yl)-6-(1-methylcyclopropoxy)-9H-purine C(C1=CC=CC=C1)N1C2=NC=NC(=C2N=C1C=1C=NC(=CC1C)OCCCN1CCCC1)OC1(CC1)C